3-non-8-enoxy-2-[(7R,11R)-3,7,11,15-tetramethylhexadecoxy]propan-1-ol C(CCCCCCC=C)OCC(CO)OCCC(CCC[C@@H](CCC[C@@H](CCCC(C)C)C)C)C